COC1=CC=C(COC2=C(C=CC=C2)C(C)N)C=C1 1-(2-((4-methoxybenzyl)oxy)phenyl)ethan-1-amine